ClC1=C(C=C(C(=C1)F)N1C(N(C(N(C1=O)C)=S)C)=O)C1=NO[C@](C1)(C(=O)O)C (5R)-3-[2-chloro-5-(3,5-dimethyl-2,6-dioxo-4-sulfanylidene-1,3,5-triazinan-1-yl)-4-fluorophenyl]-5-methyl-4,5-dihydro-1,2-oxazole-5-carboxylic acid